C1=CC=CC=2C3=CC=CC=C3C(C12)N([C@H](C(=O)O)CC(=C)C)C(=O)OC (2S)-2-(9H-fluoren-9-yl-methoxycarbonylamino)-4-methylpent-4-enoic acid